5-(6-aminopyridazin-3-yl)-1-methyl-pyrrolidin-2-one NC1=CC=C(N=N1)C1CCC(N1C)=O